NC1=CC=C(C(=C1C(=O)N(C)C)F)C=1C=C2C(=NC1)NCC21CC(C1)(C)O 6-Amino-2-fluoro-3-((1s,3s)-3-hydroxy-3-methyl-1',2'-dihydrospiro[cyclobutane-1,3'-pyrrolo[2,3-b]pyridin]-5'-yl)-N,N-dimethylbenzamide